C(C)(C)(C)OC(=O)C1(CC(C2=CC(=CC=C2C1)OC(F)(F)F)CC(=O)O)C(=O)OC(C)(C)C 2-(3,3-bis(tert-butoxycarbonyl)-7-(trifluoromethoxy)-1,2,3,4-tetrahydronaphthalen-1-yl)acetic acid